O=C1NC(CCC1N1C2=C(OCC1)C(=CC=C2)C2CCC1(CCN(CC1)C(=O)OC(C)(C)C)CC2)=O tert-butyl 9-(4-(2,6-dioxopiperidin-3-yl)-3,4-dihydro-2H-benzo[b][1,4]oxazin-8-yl)-3-azaspiro[5.5]undecane-3-carboxylate